1-octyl-3-methylpyrrolidinium bis(trifluoromethylsulfonyl)imide [N-](S(=O)(=O)C(F)(F)F)S(=O)(=O)C(F)(F)F.C(CCCCCCC)[NH+]1CC(CC1)C